C(C(CBr)(CBr)CBr)O tribromoneopentyl glycol